3-(5-bromo-3-methoxy-2-pyridinyl)-6-chloro-pyridazine BrC=1C=C(C(=NC1)C=1N=NC(=CC1)Cl)OC